6-[2-(4-methyl-1-oxo-1,3-dihydro-2-benzofuran-5-yl)ethyl]-2-[4-(1H-tetrazol-1-yl)phenyl]-5,6,7,8-tetrahydropyrido[4,3-d]pyrimidine-1,6-diium CC1=C(C=CC=2C(OCC21)=O)CC[NH+]2CC1=C([NH+]=C(N=C1)C1=CC=C(C=C1)N1N=NN=C1)CC2